(E)-5-bromo-3-(((3-iodophenyl)imino)methyl)pyridin-2-amine BrC=1C=C(C(=NC1)N)/C=N/C1=CC(=CC=C1)I